ClC1=C(C=CC=C1C1C(NC(CC1)=O)=O)C1=CC=C(C=C1)CN1C(N(CC1)C)=O 3-(2-chloro-4'-((3-methyl-2-oxoimidazolidin-1-yl)methyl)-[1,1-biphenyl]-3-yl)piperidine-2,6-dione